2-azaspiro[3.3]heptane-2-carbaldehyde C1N(CC12CCC2)C=O